CC(CCC)C(CCCCCCCCCN)(N)C(C)CCC di(2-pentyl)-1,10-diaminodecane